6-bromo-4-fluoro-5,7-dimethoxy-1,3-benzothiazol-2-amine BrC1=C(C2=C(N=C(S2)N)C(=C1OC)F)OC